tert-butyl 2-(2-(trifluoromethyl)pyrimidin-5-yl)-2,8-diazaspiro[4.5]decane-8-carboxylate FC(C1=NC=C(C=N1)N1CC2(CC1)CCN(CC2)C(=O)OC(C)(C)C)(F)F